C(C1=CC=CC=C1)NCCCCCCNCC1=CC=CC=C1.[Na] sodium N,N'-dibenzyl-1,6-diaminohexane